(S)-N-(5-(3-aminopiperidin-1-yl)-2-morpholinothiazolo[4,5-b]pyridin-6-yl)-2-(2-methylpyridin-4-yl)oxazole-4-carboxamide N[C@@H]1CN(CCC1)C1=C(C=C2C(=N1)N=C(S2)N2CCOCC2)NC(=O)C=2N=C(OC2)C2=CC(=NC=C2)C